tert-butyl (R)-3-((4-(8-methoxy-[1,2,4]triazolo[1,5-a]pyridin-6-yl)-2-nitro-5-(trifluoromethyl)phenyl)amino)piperidine-1-carboxylate COC=1C=2N(C=C(C1)C1=CC(=C(C=C1C(F)(F)F)N[C@H]1CN(CCC1)C(=O)OC(C)(C)C)[N+](=O)[O-])N=CN2